C(CCCCCCCCCCC)C(C(=O)O)(CSCCC(=O)O)CCCCCCCCCCCC.C1OCC12CN(C2)C=2C=C(C=C(C2)B2OC(C(O2)(C)C)(C)C)C2(COC2)O 3-(3-(2-oxa-6-azaspiro[3.3]heptan-6-yl)-5-(4,4,5,5-tetramethyl-1,3,2-dioxaborolan-2-yl)phenyl)oxetan-3-ol didodecyl-3,3'-thiodipropionate